ethyl 2-[6-(2-ethoxycarbonyl-4-iodo-phenoxy) hexyloxy]-5-iodo-benzoate C(C)OC(=O)C1=C(OCCCCCCOC2=C(C(=O)OCC)C=C(C=C2)I)C=CC(=C1)I